4-methyl-oxan-4-amine CC1(CCOCC1)N